alanine (2-ethylbutyl) ester C(C)C(COC([C@@H](N)C)=O)CC